C(C)(C)(C)OC(=O)N1CC2=C(CC1)N=C(S2)NC(=O)[C@@H]2CC[C@@H](CC2)N2C1=NC(=NC(=C1N=C2)N)Cl 2-({[cis-4-(6-amino-2-chloro-9H-purin-9-yl)cyclohexyl]carbonyl}amino)-6,7-dihydro[1,3]thiazolo[5,4-c]pyridine-5(4H)-carboxylic acid tert-butyl ester